(R)-alpha-1-naphthylethylamine C1(=CC=CC2=CC=CC=C12)[C@@H](C)N